ClC=1C(=NC=CC1C1=NC(=C(C=C1)CNCC1NC(CC1)=O)OC)C=1C(=C(C=CC1)NC(C1=NC=C(C=C1)CN1CC(CC1)O)=O)C N-(3-(3'-chloro-6-methoxy-5-((((5-oxopyrrolidin-2-yl)methyl)amino)methyl)-[2,4'-bipyridin]-2'-yl)-2-methylphenyl)-5-((3-hydroxypyrrolidin-1-yl)methyl)picolinamide